OCCNC=1N=C(C2=C(N1)CN(C2)C(=O)OC(C)(C)C)C2=CC(=CC=C2)N2C(CCC2)=O tert-butyl 2-((2-hydroxyethyl) amino)-4-(3-(2-oxopyrrolidin-1-yl) phenyl)-5,7-dihydro-6H-pyrrolo[3,4-d]pyrimidine-6-carboxylate